C(CCC)OC(C(CC(=O)C=1OC=C(C1)C1=COC2=C1C=CC=C2)C)=O 4-(4-(benzofuran-3-yl)furan-2-yl)-2-methyl-4-oxobutanoic acid butyl ester